(E)-3-[2-[(E)-3-Phenylprop-2-enoyl]phenyl]prop-2-enoic acid C1(=CC=CC=C1)/C=C/C(=O)C1=C(C=CC=C1)/C=C/C(=O)O